2,4,5,6-tetrachloro-1,3-dicyanobenzene ClC1=C(C(=C(C(=C1C#N)Cl)Cl)Cl)C#N